β-naphthylmethyl iodide C1=C(C=CC2=CC=CC=C12)CI